CC1(C2C3C4C=CC(C3C(C1)C2)C4)C(=O)OC(C)C 9-methyl-9-isopropoxycarbonyltetracyclo[6.2.1.13,6.02,7]Dodeca-4-ene